N-(2-hydroxyphenyl)cyclopropanecarboxamide OC1=C(C=CC=C1)NC(=O)C1CC1